6-((4-((5-Cyclopropyl-3-(2,6-dichlorophenyl)isoxazol-4-yl)methoxy)bicyclo[2.2.2]octan-1-yl)methoxy)-4-(trifluoromethyl)chinolin C1(CC1)C1=C(C(=NO1)C1=C(C=CC=C1Cl)Cl)COC12CCC(CC1)(CC2)COC=2C=C1C(=CC=NC1=CC2)C(F)(F)F